2'-deoxy-5-carboxycytidine C(=O)(O)C=1C(=NC(N([C@H]2C[C@H](O)[C@@H](CO)O2)C1)=O)N